tetraphenyl-dimethyl-disilazane C1(=CC=CC=C1)[Si](N[Si](C)(C)C1=CC=CC=C1)(C1=CC=CC=C1)C1=CC=CC=C1